NCC1(C(CN(CC1)C(=O)OCC1=CC=CC=C1)O)C benzyl 4-(aminomethyl)-3-hydroxy-4-methylpiperidine-1-carboxylate